ClC=1C=C(C=CC1Cl)C=1N=C(SC1CCC(C)C)NC1=C(C(=O)OC)C=C(C=N1)C=1C(NC=CC1)=O methyl 2-(4-(3,4-dichlorophenyl)-5-isopentylthiazol-2-ylamino)-5-(2-oxo-1,2-dihydropyridin-3-yl)nicotinate